CNS(=O)(=O)N1CC(CC1)C(=O)O 1-(N-methylsulfamoyl)pyrrolidine-3-carboxylic acid